N(=C=O)C1=C2CCCC2=C(C=2CCCC12)C#N 1,2,3,5,6,7-Hexahydro-8-isocyanato-s-indacene-4-carbonitrile